(R)-N'-((3,5-dimethyl-2-(trifluoromethyl)-6,7-dihydro-5H-cyclopenta[b]pyridin-4-yl)carbamoyl)-2-(2-hydroxypropan-2-yl)thiazole-5-sulfonimidamide CC=1C(=C2C(=NC1C(F)(F)F)CCC2C)NC(=O)N=[S@](=O)(N)C2=CN=C(S2)C(C)(C)O